4-{2-[6-methyl-2-(naphthalene-2-sulfonamido)pyridin-3-yl]ethynyl}benzoic acid CC1=CC=C(C(=N1)NS(=O)(=O)C1=CC2=CC=CC=C2C=C1)C#CC1=CC=C(C(=O)O)C=C1